2-(3-chloro-4-((4-(S-methylsulfonimidoyl)benzyl)oxy)-1H-pyrazolo[3,4-b]pyridine-1-yl)acetonitrile ClC1=NN(C2=NC=CC(=C21)OCC2=CC=C(C=C2)S(=O)(=N)C)CC#N